ClC1=C(OC=2C=CC(=C(C(=O)NC3CC(C3)(F)F)C2)O)C(=CC(=C1)N1N=C(C(NC1=O)=O)C(F)(F)F)Cl 5-[2,6-dichloro-4-[3,5-dioxo-6-(trifluoromethyl)-1,2,4-triazin-2-yl]phenoxy]-N-(3,3-difluorocyclobutyl)-2-hydroxy-benzamide